tert-butyl 8-((tert-butyldiphenylsilyl)oxy)-2-(hydroxymethyl)-2-methyloctanoate [Si](C1=CC=CC=C1)(C1=CC=CC=C1)(C(C)(C)C)OCCCCCCC(C(=O)OC(C)(C)C)(C)CO